NC1=NC(=C(C=2C1=NN(N2)C(C)C2=NC=CC=C2)C2=C(N=CO2)C)C2=C(C#N)C=CC=C2 (4-amino-7-(4-methyloxazol-5-yl)-2-(1-(pyridin-2-yl)ethyl)-2H-[1,2,3]triazolo[4,5-c]pyridin-6-yl)benzonitrile